CC(CC)N1C2C3=CC=CC=C3C1CCC2 12-(butan-2-yl)-12-azatricyclo[6.3.1.02,7]Dodeca-2,4,6-triene